CCCC/C=C\CCCCCCCC(=O)OC[C@H](COP(=O)(O)OC[C@@H](C(=O)O)N)OC(=O)CCCCCCC/C=C\CCCC 1,2-di-(9Z-tetradecenoyl)-sn-glycero-3-phosphoserine